tert-butyl (6aR,8S)-2-chloro-8-hydroxy-6a,7,8,9-tetrahydropyrrolo[1',2':4,5]pyrazino[2,3-c]pyridazine-5(6H)-carboxylate ClC=1C=C2C(=NN1)N(C[C@@H]1N2C[C@H](C1)O)C(=O)OC(C)(C)C